BrC1=C(C=CC(=C1)OC(F)(F)F)NC(=O)N[C@@H](C)C=1N(N=CN1)C1=NC=CC=N1 1-[2-bromo-4-(trifluoromethoxy)phenyl]-3-[(1S)-1-(2-pyrimidin-2-yl-1,2,4-triazol-3-yl)ethyl]urea